COC1=C(C(=O)NC2=NC=C(N=C2)C)C=CC(=C1)[N+](=O)[O-] 2-methoxy-N-(5-methylpyrazin-2-yl)-4-nitrobenzamide